perfluorourea FN(C(=O)N(F)F)F